hexadecan-1-yl triacontanoate C(CCCCCCCCCCCCCCCCCCCCCCCCCCCCC)(=O)OCCCCCCCCCCCCCCCC